BrC=1C=CC2=C(N=C(O2)N2CCOCC2)C1 5-bromo-2-morpholino-1,3-benzoxazole